COC(C(COC)C)=O.COCC(C=O)C 3-methoxy-2-methylpropanal methyl-3-methoxy-2-methylpropanoate